N-((R)-1-phenylethyl)-6-(pyrimidin-5-yl)-2,3,4,9-tetrahydro-1H-carbazol-1-amine C1(=CC=CC=C1)[C@@H](C)NC1CCCC=2C3=CC(=CC=C3NC12)C=1C=NC=NC1